CC=1C(=NC(=NC1)NC1=CC=C(C=C1)N1CCN(CC1)C)NC1=CC=C2C(=NNC2=C1)C 5-methyl-N4-(3-methyl-1H-indazol-6-yl)-N2-(4-(4-methylpiperazine-1-yl)phenyl)pyrimidine-2,4-diamine